[N+](=O)([O-])N(CCC[C@H](N)C(=O)O)C(N)=N N'-nitro-L-arginine